DIETHYLMETHYLPHOSPHONIT C(C)OP(OCC)C